COC1=CC=C(CN(C)CC2=C(OC3=C2C=CC=C3OC3=CC(=CC=C3)OC)C)C=C1 (4-methoxybenzyl)-1-(7-(3-methoxyphenoxy)-2-methylbenzofuran-3-yl)-N-methyl-methylamine